F[C@@H]1[C@@H]([C@@H](N(C1)C(C(C)(C)O)=O)CC=1C(=C(C=CC1)C1=CC=CC=C1)F)NS(=O)(=O)C N-[(2S,3R,4S)-4-fluoro-2-[(2-fluoro[1,1'-biphenyl]-3-yl)methyl]-1-(2-hydroxy-2-methylpropanoyl)pyrrolidin-3-yl]-methanesulfonamide